C12CN(CC(CC1)N2)C2=CC=C(CCNC(=O)C=1C=C3C(=NC1)N(C=C3)CC)C=C2 N-(4-(3,8-diazabicyclo[3.2.1]octan-3-yl)phenethyl)-1-ethyl-1H-pyrrolo[2,3-b]pyridine-5-carboxamide